tert-Butyl 3-((4-(4-methoxy-4-(methoxycarbonyl)cyclohexyl)-6-methylpyrimidin-2-yl)amino)-5-methyl-1H-pyrazole-1-carboxylate COC1(CCC(CC1)C1=NC(=NC(=C1)C)NC1=NN(C(=C1)C)C(=O)OC(C)(C)C)C(=O)OC